ClC1(NC(=NC2=C(C(=CC=C12)C1=C2C=NNC2=CC=C1C)OC1CC1)OC[C@H]1N(CCC1)C)N1CCNCC1 4-chloro-8-cyclopropoxy-7-(5-methyl-1H-indazol-4-yl)-2-(((S)-1-methylpyrrolidin-2-yl)methoxy)-4-(piperazin-1-yl)quinazoline